N-benzyl-N-(bis(4-(tributylsilyl)phenyl)phosphaneyl)-1-phenyl-1-(2-(trifluoromethyl)phenyl)phosphanamine C(C1=CC=CC=C1)N(P(C1=C(C=CC=C1)C(F)(F)F)C1=CC=CC=C1)P(C1=CC=C(C=C1)[Si](CCCC)(CCCC)CCCC)C1=CC=C(C=C1)[Si](CCCC)(CCCC)CCCC